C1(CCCCC1)C(=O)N1CC[C@H]2[C@H](N(C=3C=CC(=CC3[C@H]21)C#CC=2C=NC=CC2)C)CO Cyclohexyl((3aR,4S,9bS)-4-(hydroxymethyl)-5-methyl-8-(pyridin-3-ylethynyl)-2,3,3a,4,5,9b-hexahydro-1H-pyrrolo[3,2-c]quinolin-1-yl)methanone